3-Methyl-1-heptanol CC(CCO)CCCC